C(C1=CC=CC=C1)[C@H]1N(C(OC1)=O)C([C@H](CO)C1=C(C=C(C=C1)F)F)=O (R)-4-benzyl-3-((S)-2-(2,4-difluorophenyl)-3-hydroxypropionyl)oxazolidin-2-one